N1=CC=C2N1CCCCC2 5,6,7,8-tetrahydro-4H-pyrazolo[1,5-a]azepine